FC(C1=NC(=CC(=C1)C=1C=2N(C(=NC1C1=C(C=CC=C1)F)N)C=NN2)C)F 8-(2-(difluoromethyl)-6-methylpyridin-4-yl)-7-(2-fluorophenyl)-[1,2,4]triazolo[4,3-c]pyrimidin-5-amine